FC1=C(C=CC=C1)C=1N=C2C(=C(C=N2)S(=O)(=O)C2=CC=CC=C2)N1 2-(2-fluorophenyl)-6-(benzenesulfonyl)imidazo[4,5-d]pyrrole